(R,S)-4-((2,6-Dimethylpyridin-4-yl)((8-isopropyl-4-oxochroman-7-yl)oxy)methyl)benzonitrile CC1=NC(=CC(=C1)[C@@H](C1=CC=C(C#N)C=C1)OC1=CC=C2C(CCOC2=C1C(C)C)=O)C